1,4-diamino-2,3-bis-phenoxy-anthraquinone NC1=C(C(=C(C=2C(C3=CC=CC=C3C(C12)=O)=O)N)OC1=CC=CC=C1)OC1=CC=CC=C1